(3R)-6-[3-(3-chlorophenyl)-1,2,4-oxadiazol-5-yl]-2,2-dimethyl-3,4-dihydropyrano[2,3-b]pyridin-3-ol ClC=1C=C(C=CC1)C1=NOC(=N1)C=1C=C2C(=NC1)OC([C@@H](C2)O)(C)C